4-fluoro-2-(6-(((1s,2s,3r,5r)-2-fluoro-8-azabicyclo[3.2.1]oct-3-yl)oxy)pyridazin-3-yl)-5-(1,3,4-oxadiazol-2-yl)phenol FC1=CC(=C(C=C1C=1OC=NN1)O)C=1N=NC(=CC1)O[C@H]1[C@H]([C@@H]2CC[C@H](C1)N2)F